CS(=O)(=O)CCONC(=O)[C@H]1N2C(N([C@H](CC1)C2)OS(=O)(=O)O)=O.[Na] Sodium (2S,5R)-N-[2-(methylsulfonyl)ethoxy]-7-oxo-6-(sulfooxy)-1,6-diazabicyclo[3.2.1]octane-2-carboxamide